N-(5-(4-chloro-2-fluorophenyl)-4-isopropylthiazol-2-yl)acetamide ClC1=CC(=C(C=C1)C1=C(N=C(S1)NC(C)=O)C(C)C)F